ethyl (2R)-2-hydroxy-3-(propan-2-yloxy)propanoate O[C@@H](C(=O)OCC)COC(C)C